2-(2,6-Dioxopiperidin-3-yl)-5-(4-ethynylpiperidin-1-yl)isoindoline-1,3-dione O=C1NC(CCC1N1C(C2=CC=C(C=C2C1=O)N1CCC(CC1)C#C)=O)=O